ClC1=C(C=CC(=C1)C1=NOC(=N1)C)C1=NC=C(C(=O)NC2=NC=C(C(=C2)OCCN(C)C)C#N)C=C1 6-(2-chloro-4-(5-methyl-1,2,4-oxadiazol-3-yl)phenyl)-N-(5-cyano-4-(2-(dimethylamino)ethoxy)pyridin-2-yl)nicotinamide